FC1=C(C=C(C=C1)NC(OCC=1C=C2C(N(CC2=C(C1)F)C1C(NC(CC1)=O)=O)=O)=O)OC(F)(F)F (2-(2,6-dioxopiperidin-3-yl)-7-fluoro-3-oxoisoindolin-5-yl)methyl (4-fluoro-3-(trifluoromethoxy)phenyl)carbamate